2,2-dimethyl-ethylene oxide CC1(CO1)C